O1CCN(CC1)C1=C2C(=CN=N1)C=NC=C2 morpholinopyrido[3,4-d]pyridazin